(3S,4R)-4-(((Phenylmethoxy)carbonyl)amino)-3-(cyanomethyl)piperidine-1-carboxylic acid tert-butyl ester C(C)(C)(C)OC(=O)N1C[C@@H]([C@@H](CC1)NC(=O)OCC1=CC=CC=C1)CC#N